C1(=C(C=CC=C1)C=1C=C(C=CC1)NC1=CC=C(C=C1)C1=CC=C(C=C1)NC1=CC(=CC=C1)C1=C(C=CC=C1)C)C 4,4'-bis(m-tolylphenylamino)biphenyl